Cl.Cl.FC1=C2CN=C(NC2=CC=C1)SCCCCN1CCCC1 5-fluoro-2-((4-(pyrrolidin-1-yl)butyl)thio)-1,4-dihydroquinazoline dihydrochloride